4-(aminomethyl)-6-(5-(4-methoxy-1-oxo-2,3-dihydro-1H-isoindol-2-yl)-1-methyl-1H-pyrazol-4-yl)phthalazin-1(2H)-one NCC1=NNC(C2=CC=C(C=C12)C=1C=NN(C1N1C(C2=CC=CC(=C2C1)OC)=O)C)=O